furo[3,2-c]pyridine-3-carbonitrile O1C=C(C=2C=NC=CC21)C#N